1-[3-(dimethylcarbamoyl)-2-fluorophenyl]-N-[(1R)-1-[5-(5-fluoro-2-formylphenyl)-2-thienyl]ethyl]-6-oxo-pyridazine-3-carboxamide CN(C(=O)C=1C(=C(C=CC1)N1N=C(C=CC1=O)C(=O)N[C@H](C)C=1SC(=CC1)C1=C(C=CC(=C1)F)C=O)F)C